3-(6-bromo-3-(1,2-dimethyl-1H-imidazo[4,5-c]pyridin-7-yl)-2,4-dioxo-3,4-dihydrothieno[3,2-d]pyrimidin-1(2H)-yl)propanenitrile BrC1=CC=2N(C(N(C(C2S1)=O)C=1C2=C(C=NC1)N=C(N2C)C)=O)CCC#N